5-ethyl-6-fluoro-4-(8-fluoro-2-((1-(morpholinomethyl)cyclopropyl)methoxy)-4-(1,4-oxazepan-4-yl)pyrido[4,3-d]pyrimidin-7-yl)naphthalen-2-ol C(C)C1=C2C(=CC(=CC2=CC=C1F)O)C1=C(C=2N=C(N=C(C2C=N1)N1CCOCCC1)OCC1(CC1)CN1CCOCC1)F